NC1=C(C(=C(C=2C(C3=CC=CC=C3C(C12)=O)=O)N)C1=CC=CC=C1)C1=CC=CC=C1 1,4-diamino-2,3-diphenylanthracene-9,10-dione